di-ethyl-n-butyl citrate C(CC(O)(C(=O)[O-])CC(=O)[O-])(=O)OC(CCC)(CC)CC